CS(=O)(=O)N[C@@H]1[C@@H](N(CCC1)C(=O)OC)COC1CCC2(CC1)OCC1=C2C=CC=C1 methyl cis-3-((methylsulfonyl)amino)-2-(((1s,4's)-3H-spiro[2-benzofuran-1,1'-cyclohexan]-4'-yloxy)methyl)piperidine-1-carboxylate